CN1[C@@](CC1)(C)COC1=C(N(N=C1)C)C1=CC=2N(C=C1)N=C(C2)NC(=O)C2CC2 |r| (rac)-N-[5-[4-[(1,2-dimethylazetidin-2-yl)methoxy]-2-methyl-pyrazol-3-yl]pyrazolo[1,5-a]pyridin-2-yl]cyclopropanecarboxamide